(((((4-nitrophenoxy) carbonyl) oxy) methyl) phenyl) pentanoate C(CCCC)(=O)OC1=C(C=CC=C1)COC(=O)OC1=CC=C(C=C1)[N+](=O)[O-]